1-(4-chloro-6-methylthieno[2,3-d]pyrimidin-2-yl)ethan-1-ol ClC=1C2=C(N=C(N1)C(C)O)SC(=C2)C